ClC=1C=C(C=CC1F)[C@@H](NC(=O)N1C(C(NCC1)=O)(C)C)C1=NC(=CC=C1)C(F)(F)F |o1:8| N-((R or S)-(3-chloro-4-fluorophenyl)(6-(trifluoromethyl)pyridin-2-yl)methyl)-2,2-dimethyl-3-oxopiperazine-1-carboxamide